N1=C(C=CC=C1)CNC(=O)C1=NOC=N1 N-(pyridin-2-ylmethyl)-1,2,4-oxadiazole-3-carboxamide